6-(pyridin-2-yl)benzonitrile N1=C(C=CC=C1)C1=CC=CC=C1C#N